BrC1=C(C=CC=C1C)CC#N 2-(2-bromo-3-methyl-phenyl)acetonitrile